NCCP(CCN)CCN tris(2-aminoethyl)phosphane